C12CN(CC(CC1)N2)C2=NC(=NC1=C(C(=C(C=C21)CCC#N)C2=CC=CC1=CC=C(C(=C21)Cl)F)F)OC[C@]21CCCN1C[C@@H](C2)F 3-(4-(3,8-diazabicyclo-[3.2.1]octan-3-yl)-7-(8-chloro-7-fluoronaphthalen-1-yl)-8-fluoro-2-(((2R,7aS)-2-fluorotetrahydro-1H-pyrrolizin-7a(5H)-yl)meth-oxy)quinazolin-6-yl)propanenitrile